CN1N=CC(=C1)NC1=NC=CC(=N1)C1=CC=C(C=C1)CN1CCOCC1 N-(1-methyl-1H-pyrazol-4-yl)-4-(4-(morpholinomethyl)phenyl)pyrimidine-2-amine